[Cl-].C[N+](CCOC(=O)C(=C)C)(C)C trimethyl-2-methacroyloxyethylammonium chloride